C(C)(C)(C)OC(=O)N1C(C(CC1)CNNC([C@H](CC(C)C)NC(=O)OCC1=CC=CC=C1)=O)=O 3-[[2-[(2S)-2-(benzyloxycarbonylamino)-4-methyl-pentanoyl]hydrazino]methyl]-2-oxo-pyrrolidine-1-carboxylic acid tert-butyl ester